3-[5-[5-(azetidin-3-yloxy)pent-1-ynyl]-3-methyl-2-oxo-benzimidazol-1-yl]piperidine N1CC(C1)OCCCC#CC1=CC2=C(N(C(N2C)=O)C2CNCCC2)C=C1